tert-butyl 4-(4-(2-fluorobenzyl)-1,2,3,4-tetrahydroquinoxaline-1-carboxamido)piperidine-1-carboxylate FC1=C(CN2CCN(C3=CC=CC=C23)C(=O)NC2CCN(CC2)C(=O)OC(C)(C)C)C=CC=C1